CSC=1C=C(C(=O)N2[C@H](CCC2=O)C(=O)OCC)C=CC1 ethyl (R)-1-(3-(methylthio) benzoyl)-5-oxopyrrolidine-2-carboxylate